FC=1C=2N(C=CC1)N=C(C2)C2N(CCC1=C2N=CN1C1OCCCC1)C=1N=CC(=NC1)C(=O)[O-] 5-(4-(4-fluoropyrazolo[1,5-a]pyridin-2-yl)-1-(tetrahydro-2H-pyran-2-yl)-1,4,6,7-tetrahydro-5H-imidazo[4,5-c]pyridin-5-yl)pyrazine-2-carboxylate